CC1=CC2=C3C(=C1C)C(CC=[N+]3C4=C(N2C[C@@H]([C@@H]([C@@H](COP(=O)([O-])[O-])O)O)O)N=C(NC4=O)[O-])(C)C The molecule is an organophosphate oxoanion obtained by deprotonation of the phosphate OH groups of prenyl-FMN; major species at pH 7.3. It is an essential cofactor for the decarboxylase enzymes UbiD (Fdc1). It has a role as a cofactor. It derives from a FMN(3-). It is a conjugate base of a prenyl-FMN.